6-[4-Chloro-3-(difluoromethoxy)phenyl]-1-[(5-methyl-3-pyridyl)methyl]pyrazolo[4,3-b]pyridine ClC1=C(C=C(C=C1)C=1C=C2C(=NC1)C=NN2CC=2C=NC=C(C2)C)OC(F)F